1,1,1,2,2-pentafluoro-2-(trifluoromethoxy)ethane FC(C(OC(F)(F)F)(F)F)(F)F